P(=S)([O-])([O-])[O-].[Na+].[Na+].[Na+] Natrium thiophosphat